(3R,9R*)-N-(2-Bromo-3-fluoropyridin-4-yl)-11,11-difluoro-9-(fluoromethyl)-9-hydroxy-3-methyl-3,4,8,9,10,11-hexahydro-1H-pyrido[4',3':3,4]pyrazolo[1,5-a]azepine-2(7H)-carboxamide BrC1=NC=CC(=C1F)NC(=O)N1CC=2C(=NN3C2C(C[C@@](CC3)(O)CF)(F)F)C[C@H]1C |o1:20|